4-((1-(((1-((2,4-Dimethoxybenzyl)amino)isoquinolin-5-yl)amino)methyl)-2-azabicyclo[2.1.1]hexan-4-yl)methoxy)-1,6-dimethylpyridin-2(1H)-one COC1=C(CNC2=NC=CC3=C(C=CC=C23)NCC23NCC(C2)(C3)COC3=CC(N(C(=C3)C)C)=O)C=CC(=C1)OC